ClC=1C(=CC=C2N=CC(=NC12)C=1C=NN(C1)C1CC(C1)N1[C@@H]2CO[C@H](C1)C2)OC2=CC1=C(N=C(N1)C)C=C2 (1S,4S)-5-[3-[4-[8-Chloro-7-[(2-methyl-3H-benzimidazol-5-yl)oxy]quinoxalin-2-yl]pyrazol-1-yl]cyclobutyl]-2-oxa-5-azabicyclo[2.2.1]heptane